2,4-di((E)-benzylidene)-8-methyl-8-azabicyclo[3.2.1]octan-3-one C(/C1=CC=CC=C1)=C\1/C2CCC(\C(\C1=O)=C/C1=CC=CC=C1)N2C